ClC=1C=C(C=CC1)N1N=C(CC1=O)C 1-(3-chlorophenyl)-3-methyl-2-pyrazolin-5-one